1-di-sec-butylamino-1,4-disilabutane C(C)(CC)N([SiH2]CC[SiH3])C(C)CC